isopropyl cis-3-((cyclopropylsulfonyl) amino)-2-((6-(prop-1-en-2-yl)pyridin-2-yl)methyl)piperidine-1-carboxylate C1(CC1)S(=O)(=O)N[C@@H]1[C@@H](N(CCC1)C(=O)OC(C)C)CC1=NC(=CC=C1)C(=C)C